4-fluoro-3-methyl-1-(p-tolylsulfonyl)pyrrolo[2,3-b]pyridine-2-carboxylic acid FC1=C2C(=NC=C1)N(C(=C2C)C(=O)O)S(=O)(=O)C2=CC=C(C=C2)C